bis(diphenylphosphino)-1,1'-biphenyl C1(=CC=CC=C1)P(C1=CC=CC=C1)C1=CC=C(C=C1)C1=CC=C(C=C1)P(C1=CC=CC=C1)C1=CC=CC=C1